C(#N)C=1C(=NC(=NC1)N[C@H]1C[C@H](CCC1)N1CC2=CC=C(C=C2C1=O)NC(\C=C\CF)=O)OC (E)-N-(2-((1S,3R)-3-((5-Cyano-4-methoxypyrimidin-2-yl)amino)cyclohexyl)-3-oxoisoindolin-5-yl)-4-fluorobut-2-enamide